(3S,4S,5R)-1-(((S)-1-(2-(trifluoromethyl)pyridin-4-yl)piperidin-3-yl)methyl)piperidine-3,4,5-triol FC(C1=NC=CC(=C1)N1C[C@@H](CCC1)CN1C[C@@H](C([C@@H](C1)O)O)O)(F)F